tert-butyl 4-[(7-[4-[(dimethylamino)methyl]-3,5-dimethoxyphenyl]-5-methyl-4-oxothieno[3,2-c]pyridin-2-yl)carbamoyl]piperidine-1-carboxylate CN(C)CC1=C(C=C(C=C1OC)C=1C2=C(C(N(C1)C)=O)C=C(S2)NC(=O)C2CCN(CC2)C(=O)OC(C)(C)C)OC